4'-[4-(6-hydroxyhexyloxy)benzoyl]chalcone OCCCCCCOC1=CC=C(C(=O)C2=CC=C(C(/C=C/C3=CC=CC=C3)=O)C=C2)C=C1